FC(C(=O)O)(F)F.COC=1C=C2CCN(CC2=CC1NC1=NC=C2C(=N1)N(N=C2)C[C@H]2[C@H](C2)C)C 6-methoxy-2-methyl-N-(1-((cis-2-methylcyclopropyl)methyl)-1H-pyrazolo[3,4-d]pyrimidin-6-yl)-1,2,3,4-tetrahydroisoquinolin-7-amine, Trifluoroacetate Salt